O=C1N(C(CCC1N1C(C2=CC=C(C=C2C1)O[C@H]1CN(C[C@@H](C1)OCC)C(=O)OC(C)(C)C)=O)=O)COCC[Si](C)(C)C tert-butyl (3R,5R)-3-((2-(2,6-dioxo-1-((2-(trimethylsilyl)ethoxy)methyl)piperidin-3-yl)-1-oxoisoindolin-5-yl)oxy)-5-ethoxypiperidine-1-carboxylate